5-(4-(dibenzo[b,d]thiophen-1-yl)-3,5,6-tris(3,6-dimethyl-9H-carbazol-9-yl)pyridin-2-yl)-10-phenyl-5,10-dihydrophenazine C1(=CC=CC=2SC3=C(C21)C=CC=C3)C3=C(C(=NC(=C3N3C2=CC=C(C=C2C=2C=C(C=CC32)C)C)N3C2=CC=C(C=C2C=2C=C(C=CC32)C)C)N3C=2C=CC=CC2N(C2=CC=CC=C32)C3=CC=CC=C3)N3C2=CC=C(C=C2C=2C=C(C=CC32)C)C